OC1=CC=C(C=C1)\C(=C(/CC)\C1=CC=CC=C1)\C1=CC=C(C=C1)N1CCC(CC1)CN1CCC(CC1)OC=1C=C2CN(C(C2=CC1)=O)C1C(NC(CC1)=O)=O (E)-3-(5-((1-((1-(4-(1-(4-hydroxyphenyl)-2-phenylbut-1-en-1-yl)phenyl)piperidin-4-yl)methyl)piperidin-4-yl)oxy)-1-oxoisoindolin-2-yl)piperidine-2,6-dione